N-(4-bromopyridin-2-yl)-3-methylbenzamide BrC1=CC(=NC=C1)NC(C1=CC(=CC=C1)C)=O